(7-amino-2-(2-((tert-butoxycarbonyl)(methyl)amino)propanamido)quinolin-4-yl)boronic acid NC1=CC=C2C(=CC(=NC2=C1)NC(C(C)N(C)C(=O)OC(C)(C)C)=O)B(O)O